C[Si](C)(C)[N-][Si](C)(C)C.C[Si](C)(C)[N-][Si](C)(C)C.C[Si](C)(C)[N-][Si](C)(C)C.[Al+3] aluminum tris(di(trimethylsilyl)amide)